(rac)-((1s,3s)-3-Hydroxy-3-methylcyclobutyl)(6-(3-methoxy-2-methylphenyl)-2-azaspiro[3.4]octan-2-yl)methanon OC1(CC(C1)C(=O)N1CC2(C1)C[C@@H](CC2)C2=C(C(=CC=C2)OC)C)C |r|